methyl (2R)-2-amino-3-(3-chloro-5-fluoro-4-hydroxyphenyl)propionate N[C@@H](C(=O)OC)CC1=CC(=C(C(=C1)F)O)Cl